2-(6-methoxy-1H-indol-3-yl)-N,N-dimethylethan-1-amine fumarate salt C(\C=C\C(=O)O)(=O)O.COC1=CC=C2C(=CNC2=C1)CCN(C)C